(4R)-2-(1,6-dimethylpyrazolo[3,4-b]pyridin-4-yl)-4-methyl-6-piperazin-1-yl-3,4-dihydro-1H-isoquinoline CN1N=CC=2C1=NC(=CC2N2CC1=CC=C(C=C1[C@H](C2)C)N2CCNCC2)C